Cl.C(C1=CC=CC=C1)N1CCC(CC1)N(C(CC)=O)C1=CC=CC=C1 N-(1-benzylpiperidin-4-yl)-N-phenyl-propanamide hydrochloride